7-{3-[(5-hydroxypyridin-2-yl)carbamoyl]azetidin-1-yl}-5-methyl-4-oxo-1-(1,2,4-thiadiazol-5-yl)-1,4-dihydro-1,8-naphthyridine-3-carboxylic acid OC=1C=CC(=NC1)NC(=O)C1CN(C1)C1=CC(=C2C(C(=CN(C2=N1)C1=NC=NS1)C(=O)O)=O)C